ClC1=NC=C(C(=N1)C(CNC(=O)C1=NOC(=C1)C1=C(C=C(C=C1)F)F)(C)C=1C=NN(C1)C)OC N-[2-(2-chloro-5-methoxy-pyrimidin-4-yl)-2-(1-methylpyrazol-4-yl)propyl]-5-(2,4-difluorophenyl)isoxazole-3-carboxamide